[({[(2R,3S,4R,5S)-5-{2-chloro-4-[(4,4-difluorocyclohexyl)amino]imidazo[2,1-f][1,2,4]triazin-7-yl}-3,4-dihydroxyoxolan-2-yl]methoxy}(hydroxy)phosphoryl)methyl]phosphonic Acid ClC1=NN2C(C(=N1)NC1CCC(CC1)(F)F)=NC=C2[C@H]2[C@@H]([C@@H]([C@H](O2)COP(=O)(O)CP(O)(O)=O)O)O